NC=1C=C(C=C(C1O)S(=O)(=O)C)C1(CCC1)C#N 1-(3-Amino-4-hydroxy-5-(methylsulfonyl)phenyl)cyclobutane-1-carbonitrile